(4-fluorophenyl)-1H-benzo[d]imidazole FC1=CC=C(C=C1)N1C=NC2=C1C=CC=C2